5-chloro-3-(tetrahydropyran-2-yl)-6-[1-(tetrahydropyran-2-yl)pyrazol-4-yl]pyrimidin-4-one ClC=1C(N(C=NC1C=1C=NN(C1)C1OCCCC1)C1OCCCC1)=O